NC1=C(C#N)C(=CC(=N1)C=1C=C2CN(C(C2=CC1)=O)C1C(NC(CC1)=O)=O)C(F)F 2-amino-4-(difluoromethyl)-6-(2-(2,6-dioxopiperidin-3-yl)-1-oxoisoindolin-5-yl)nicotinonitrile